C(C1=CC=CC=C1)N1C[C@H]2[C@@H](N([C@@H](C1)C2)C(=O)OC(C)(C)C)C(=O)OC 6-(tert-butyl) 7-methyl (1S,5R,7R)-3-benzyl-3,6-diazabicyclo[3.2.1]octane-6,7-dicarboxylate